Tert-butyl 2-[[4-[3-(2-aminothiazol-4-yl)phenyl]-2-pyridyl]-methyl-amino]acetate NC=1SC=C(N1)C=1C=C(C=CC1)C1=CC(=NC=C1)N(CC(=O)OC(C)(C)C)C